F[C@@H]1[C@@H]([C@@H](CN(C1)C1=NC=CC(=N1)NC=1N=CC2=C(C=CC(=C2C1)C(C)C)N1CC(C1)CS(=O)(=O)C)O)OC (3R,4R,5S)-5-fluoro-1-(4-((5-isopropyl-8-(3-((methylsulfonyl)meth-yl)azetidin-1-yl)isoquinolin-3-yl)amino)pyrimidin-2-yl)-4-methoxypiperidin-3-ol